propionic acid 3-(2-(pyrrolidin-1-yl) ethyl)-1H-indol-4-yl ester N1(CCCC1)CCC1=CNC2=CC=CC(=C12)OC(CC)=O